2-(FURAN-2-YL)-2-METHYLPROPANAL O1C(=CC=C1)C(C=O)(C)C